FC1=C(OC=2N=CC(=NC2)NC([C@H](C)N2CC(N(CC2)C(=O)C2=CNC(C(=C2)CO)=O)(C)C)=O)C=CC(=C1)F (S)-N-(5-(2,4-difluorophenoxy)pyrazin-2-yl)-2-(4-(5-(hydroxymethyl)-6-oxo-1,6-dihydropyridine-3-carbonyl)-3,3-dimethylpiperazin-1-yl)propanamide